BrC=1C=NC(=C(C(=O)OC)C1C)Cl methyl 5-bromo-2-chloro-4-methylnicotinate